NCC(=O)NC(=O)NC=1C=2N=CN([C@H]3[C@H](O)[C@H](O)[C@@H](CO)O3)C2N=CN1 N6-glycinylcarbamoyladenosine